3-(3-((4-(2-(2-aminopyridin-3-yl)-5-phenyl-3H-imidazo[4,5-b]pyridin-3-yl)phenyl)carbamoyl)phenyl)propanoic acid NC1=NC=CC=C1C1=NC=2C(=NC(=CC2)C2=CC=CC=C2)N1C1=CC=C(C=C1)NC(=O)C=1C=C(C=CC1)CCC(=O)O